N-(8-quinolinyl)-2-p-toluylethyl-3-butenamide N1=CC=CC2=CC=CC(=C12)NC(C(C=C)CCC1=CC=C(C=C1)C)=O